N-(5-(3'-Methyl-2'-oxo-2',3'-dihydrospiro[cyclobutane-1,1'-pyrrolo[2,3-c]quinolin]-8'-yl)-2-(3-(pyrrolidin-1-yl)azetidin-1-yl)pyridin-3-yl)methanesulfonamide CN1C(C2(C3=C1C=NC=1C=CC(=CC31)C=3C=C(C(=NC3)N3CC(C3)N3CCCC3)NS(=O)(=O)C)CCC2)=O